1-[5-[1,3-benzodioxol-5-yl]-1-oxo-2,4-pentadienyl]piperidine O1COC2=C1C=CC(=C2)C=CC=CC(=O)N2CCCCC2